tert-Butyl 4-[[1-[3-[(2,2-difluoro-1,3-benzodioxol-5-yl)-methyl-carbamoyl]phenyl]-3-(trifluoromethyl)-4,5,6,7-tetrahydroindazol-7-yl]oxy]benzoate FC1(OC2=C(O1)C=CC(=C2)N(C(=O)C=2C=C(C=CC2)N2N=C(C=1CCCC(C21)OC2=CC=C(C(=O)OC(C)(C)C)C=C2)C(F)(F)F)C)F